(2S,4R)-2-((TERT-BUTYLDIPHENYLSILYL)OXY)OCT-7-ENE-4-SULFONAMIDE [Si](C1=CC=CC=C1)(C1=CC=CC=C1)(C(C)(C)C)O[C@@H](C)C[C@@H](CCC=C)S(=O)(=O)N